(E)-1-benzoyl-6-(4-hydroxystyryl)-2-phenyl-2,3-dihydropyridin C(C1=CC=CC=C1)(=O)N1C(CCC=C1\C=C\C1=CC=C(C=C1)O)C1=CC=CC=C1